N1=CC(=CC(=C1)[C@H](C)NC=1C=C(C(=O)N[C@@H]2[C@H](CCCC2)O)C=CC1Cl)C=1C=NC=CC1 3-{[(1S)-1-([3,3'-bipyridin]-5-yl)ethyl]amino}-4-chloro-N-[(1S,2S)-2-hydroxycyclohexyl]benzamide